2-({3-[(6-chloro-3-methylpyridin-2-yl)oxy]phenyl}methyl)-3-[(methanesulfonyl){[2-(trimethylsilyl)ethoxy]methyl}amino]pyrrolidine-1-carboxylate ClC1=CC=C(C(=N1)OC=1C=C(C=CC1)CC1N(CCC1N(COCC[Si](C)(C)C)S(=O)(=O)C)C(=O)[O-])C